N=1OC(=C2[N+]1C[C@H]1[C@@H]2C1)[O-] |r| racemic-(3bS,4aR)-3b,4,4a,5-tetrahydrocyclopropa[3,4]pyrrolo[1,2-c][1,2,3]oxadiazol-6-ium-3-olate